Cl.C(CCCCCC)C1=CC=C2C=CC(=CC2=C1)NC(=O)N1CCNCC1 N-(7-heptylnaphthalen-2-yl)piperazine-1-carboxamide hydrochloride